COC(=O)N1C[C@@H](CC1)C1=NC(=NO1)C1=C(C(=C(C(=C1)F)C)[N+](=O)[O-])F (R)-3-(3-(2,5-difluoro-4-methyl-3-nitrophenyl)-1,2,4-oxadiazol-5-yl)pyrrolidine-1-carboxylic acid methyl ester